3-((7-(2,6-dioxopiperidin-3-yl)-6-oxo-7,8-dihydro-2H,6H-spiro[furo[2,3-e]isoindole-3,4'-piperidin]-1'-yl)methyl)-N-(3-fluorophenyl)-N-methylbenzamide O=C1NC(CCC1N1C(C2=CC=C3C(=C2C1)OCC31CCN(CC1)CC=1C=C(C(=O)N(C)C3=CC(=CC=C3)F)C=CC1)=O)=O